(1-(2-aminothiazolo[4,5-c]pyridin-6-yl)piperidin-4-yl)methanesulfonamide NC=1SC2=C(C=NC(=C2)N2CCC(CC2)CS(=O)(=O)N)N1